C(=O)OC(CCCC(=O)OCC)CCCCC ETHYL 5-FORMYLOXYDECANOATE